CC1C2CCC=C(C2(CCC1C)C)C(=O)[O-] 5,6,8a-trimethyl-3,4,4a,5,6,7,8,8a-octahydronaphthalene-1-carboxylate